FC(OC1=CC=C(CN2C3N(C(CC2)=O)C(C(N(C3)CC(CC)C)=O)CF)C=C1)F 1-(4-(difluoromethoxy)benzyl)-6-(fluoromethyl)-8-(2-methylbutyl)hexahydro-4H-pyrazino[1,2-a]pyrimidine-4,7(6H)-dione